C1(CCCCCCC1)NC1=C(C(=C(C(=C1F)S(N)(=O)=O)F)F)S(=O)(=O)CCC(=O)NCCOC(C(=O)N)C 2-(2-(3-((2-(cyclooctylamino)-3,5,6-trifluoro-4-sulfamoylphenyl)sulfonyl)propionylamino)ethoxy)propanamide